tert-butyl 4-[2-chloro-6-(morpholin-4-yl)pyridin-4-yl]piperazine-1-carboxylate ClC1=NC(=CC(=C1)N1CCN(CC1)C(=O)OC(C)(C)C)N1CCOCC1